zinc acetate, tetrazolium salt [NH+]=1NN=NC1.C(C)(=O)[O-].[Zn]